C[Si](C)(C)[N-][Si](C)(C)C.[Ge+2].C[Si](C)(C)[N-][Si](C)(C)C germanium bis(trimethylsilyl)amide